BrC=1N=C(N2C1C(=CC(=C2)S(=O)(=O)Cl)Cl)C=2SC(=NN2)C(F)(F)F 1-Bromo-8-chloro-3-(5-(trifluoromethyl)-1,3,4-thiadiazol-2-yl)imidazo[1,5-a]pyridine-6-sulfonyl chloride